5-[(3R,5S)-3,5-Dimethyl-4-[[5-[[(3R,4S)-4-fluoropyrrolidin-3-yl]amino]-2-pyridyl]methyl]piperazin-1-yl]quinoline-8-carbonitrile C[C@@H]1CN(C[C@@H](N1CC1=NC=C(C=C1)N[C@@H]1CNC[C@@H]1F)C)C1=C2C=CC=NC2=C(C=C1)C#N